COC1=CC=C(C=C1)NC(C(=O)NCC(C1=CC=CC=C1)N1CCN(CC1)C)=O N1-(4-Methoxyphenyl)-N2-(2-(4-methylpiperazin-1-yl)-2-phenylethyl)oxalamide